C(=O)(O)C(C(N)(N)C(=O)O)CCC dicarboxyl-pentanediamine